N-Boc-piperazine CC(C)(C)OC(=O)N1CCNCC1